FC1=CC=C(CN2C(C(=CC3=CC(=CN=C23)C2COC2)C(=O)N[C@H](C)C2=CC=C(C=C2)F)=O)C=C1 (R)-1-(4-fluorobenzyl)-N-(1-(4-fluorophenyl)ethyl)-6-(oxetan-3-yl)-2-oxo-1,2-dihydro-1,8-naphthyridine-3-carboxamide